sodium oleylsarcosinate C(CCCCCCC\C=C/CCCCCCCC)N(C)CC(=O)[O-].[Na+]